water trifluoride [F-].[F-].[F-].O